1,3,5,7-tetramethyl-1,3,5,7-tetraphenyl-cyclotetrasiloxane C[Si]1(O[Si](O[Si](O[Si](O1)(C2=CC=CC=C2)C3=CC=CC=C3)(C4=CC=CC=C4)C5=CC=CC=C5)(C)C)C